C[C@@H]1CNCCN1 (3R)-3-methylpiperazin